7-chloro-1-cyclopropyl-6-fluoro-3-({[(3S)-1-(5-methylpyrazin-2-yl)piperidin-3-yl][(2-methylpyridin-4-yl)methyl]amino}methyl)-1,4-dihydroquinolin-4-one ClC1=C(C=C2C(C(=CN(C2=C1)C1CC1)CN(CC1=CC(=NC=C1)C)[C@@H]1CN(CCC1)C1=NC=C(N=C1)C)=O)F